NC1=C(SC=2N=C(SC21)C)C(=O)NC2CC=1C=CC(=NC1CC2)N2CC1(C(CCO1)C)C(C2)N 6-amino-N-(2-{9-amino-4-methyl-1-oxa-7-azaspiro[4.4]nonan-7-yl}-5,6,7,8-tetrahydroquinolin-6-yl)-2-methylthieno[2,3-d][1,3]thiazole-5-carboxamide